Tert-butyl 9-[(4S)-3,3-difluoropiperidin-4-yl]-3,9-diazaspiro[5.5]undecane-3-carboxylate FC1(CNCC[C@@H]1N1CCC2(CCN(CC2)C(=O)OC(C)(C)C)CC1)F